2,6-dibromo-4-(dimethyl-(phenyl)silyl)aniline BrC1=C(N)C(=CC(=C1)[Si](C1=CC=CC=C1)(C)C)Br